CO[Si](OC)(OC)CCCNCCCCCCCC[Si](OC)(C)C (trimethoxysilylpropyl)-(dimethylmethoxysilyloctyl)amine